((R)-1-((R)-4-morpholino-4-oxo-2-(tetrahydro-2H-pyran-4-carboxamido)butanamido)-4-phenylbutyl)boronic acid O1CCN(CC1)C(C[C@H](C(=O)N[C@@H](CCCC1=CC=CC=C1)B(O)O)NC(=O)C1CCOCC1)=O